CC1=CC(=C(S1)C=1SC(=CC1)C)C1=C(C(C(C1(F)F)(F)F)(F)F)C1=C(SC(=C1)C)C=1SC(=CC1)C 1,2-bis(5,5'-dimethyl-2,2'-bithiophenyl-yl)perfluorocyclopent-1-ene